6-[3-(dimethylamino)phenyl]-2-methyl-N-{(1S)-1-[3-(methyloxy)phenyl]ethyl}pyrimidin-4-amine CN(C=1C=C(C=CC1)C1=CC(=NC(=N1)C)N[C@@H](C)C1=CC(=CC=C1)OC)C